4-(4-[(1-isopropyl-7-oxo-1,4,6,7-tetrahydro-1'h-spiro[indazol-5,4'-piperidin]-1'-yl)carbonyl]-6-methoxypyridin-2-yl)benzoic acid C(C)(C)N1N=CC=2CC3(CCN(CC3)C(=O)C3=CC(=NC(=C3)OC)C3=CC=C(C(=O)O)C=C3)CC(C12)=O